(2-chlorophenyl)(1-phenylimidazo[1,5-a]pyridin-3-yl)methanone ClC1=C(C=CC=C1)C(=O)C1=NC(=C2N1C=CC=C2)C2=CC=CC=C2